C1(CC1)C=1C=CC(=C(C1)S(=O)(=O)NC1=NOC2=C1C=CC(=C2)CN2N=CC=C2)OC 5-cyclopropyl-2-methoxy-N-{6-[(1H-pyrazol-1-yl)methyl]-1,2-benzoxazol-3-yl}benzene-1-sulfonamide